C(#N)C=1C(=C(C(=O)NC2=CC=C3C=NN(C3=C2)C2=CC(=NC(=C2)C)OC)C=CC1)C(C)C 3-Cyano-2-isopropyl-N-(1-(2-methoxy-6-methylpyridin-4-yl)-1H-indazol-6-yl)benzamide